S1C2=C(C=C1)C(=CC=C2)N2CCN(CC2)CCCCOC2=CC=C1CCC(N(C1=C2)COC(=O)C=2C=C1C=CC=NC1=CC2)=O Quinoline-6-carboxylic acid 7-[4-(4-benzo[b]thiophen-4-ylpiperazin-1-yl)butoxy]-2-oxo-3,4-dihydro-2H-quinolin-1-ylmethyl ester